S1SCC=CC=C1 dithiepin